C(C)(C)(C)OC(=O)N1CC(=CC1)C=1C(=NC=CC1)OC 3-(2-methoxypyridin-3-yl)-2,5-dihydro-1H-pyrrole-1-carboxylic acid tert-butyl ester